6-(5-bromo-6-chloro-4-fluoropyridin-2-yl)-N2,N4-bis((R)-1,1,1-trifluoroprop-2-yl)-1,3,5-triazine-2,4-diamine BrC=1C(=CC(=NC1Cl)C1=NC(=NC(=N1)N[C@@H](C(F)(F)F)C)N[C@@H](C(F)(F)F)C)F